2-(5-benzylsulfanyl-7-chloro-pyrazolo[1,5-a]pyridin-3-yl)-5-(difluoromethyl)-1,3,4-thiadiazole C(C1=CC=CC=C1)SC1=CC=2N(C(=C1)Cl)N=CC2C=2SC(=NN2)C(F)F